C(C)(=O)N1CCC(CCC1)(C(=O)N1[C@@H](C[C@H](C1)F)C(=O)N[C@H](C1=CC=C(C=C1)C(C)C)C1=CC=CC=C1)C (2S,4R)-1-(1-acetyl-4-methylazepane-4-carbonyl)-4-fluoro-N-[(S)-phenyl[4-(propan-2-yl)phenyl]methyl]pyrrolidine-2-carboxamide